7-Methoxy-1-methyl-2-oxo-4-(4-phenylpiperidin-1-yl)-1,2-dihydroquinoline-3-carbonitrile COC1=CC=C2C(=C(C(N(C2=C1)C)=O)C#N)N1CCC(CC1)C1=CC=CC=C1